6-((1-cyanocyclopropyl)methoxy)-4-(6-fluoropyridin-3-yl)pyrazolo[1,5-a]pyridine-3-carbonitrile C(#N)C1(CC1)COC=1C=C(C=2N(C1)N=CC2C#N)C=2C=NC(=CC2)F